COC(C1=CC(=CC(=C1)/C(/N)=N/O)OC(F)F)=O (Z)-3-(difluoromethoxy)-5-(N'-hydroxycarbamimidoyl)benzoic acid methyl ester